C(=O)(O)C12N=CN([C@H]3[C@H](O)[C@H](O)[C@@H](CO)O3)C2=NC(=NC1=O)N 5-carboxyguanosine